CN1CN(C2=C1C=CC=C2)C 1,3-dimethyl-benzimidazole